o-isopropylphenol C(C)(C)C1=C(C=CC=C1)O